(R)-N-(3,3-difluoro-1-methylpiperidin-4-yl)-5-(imidazo[1,2-a]pyrimidin-6-yl)-4-methoxypyrrolo[2,1-f][1,2,4]triazin-2-amine FC1(CN(CC[C@H]1NC1=NN2C(C(=N1)OC)=C(C=C2)C=2C=NC=1N(C2)C=CN1)C)F